2-(8-(thiazol-2-ylthio)imidazo[1,5-a]pyridin-3-yl)propan-2-amine S1C(=NC=C1)SC=1C=2N(C=CC1)C(=NC2)C(C)(C)N